2-O-(N-BOC-L-isoleucyl)-4'-nitro-2',5-dichlorosalicylanilide C(=O)(OC(C)(C)C)N[C@@H]([C@@H](C)CC)C(=O)OC=1C(C(=O)NC2=C(C=C(C=C2)[N+](=O)[O-])Cl)=CC(=CC1)Cl